2-[2-(1-chlorocyclopropyl)-3-(2-chlorophenyl)-2-hydroxypropyl]-2,4-dihydro-1,2,4-triazole ClC1(CC1)C(CN1N=CNC1)(CC1=C(C=CC=C1)Cl)O